Diisopropylt-butylsilane C(C)(C)[SiH](C(C)(C)C)C(C)C